NCC(C1=CC=CC=C1)NC(=O)C=1N=CN(C1)C1=CC(=NC=C1C)NC1=CC=C(C=C1)F N-(2-amino-1-phenylethyl)-1-(2-((4-fluorophenyl)amino)-5-methylpyridin-4-yl)-1H-imidazole-4-carboxamide